IC1=CN=C2N1C=CC(=C2)C2(CC2)C#N 1-(3-iodoimidazo[1,2-a]pyridin-7-yl)cyclopropanecarbonitrile